C(CCCCCCCCCCCCCCCCCCC)OC(=O)CCCCCCCCCCCCCCCCCCCC eicosyl-(eicosyl)carboxylic acid